2-cyano-1-[4-(methylsulfonyl)2-trifluoromethylphenyl]-3-(1-methylcyclopropyl)propane-1,3-dione C(#N)C(C(=O)C1=C(C=C(C=C1)S(=O)(=O)C)C(F)(F)F)C(=O)C1(CC1)C